(1R,2R,3aS,10aR)-1-[(1E,3ξ)-4,4-difluoro-3-hydroxy-4-phenyl-1-buten-1-yl]-2-hydroxy-2,3,3a,9,10,10a-hexahydro-1H-benzo[b]cyclopenta[f]oxepin-6-carboxylic acid FC(C(/C=C/[C@H]1[C@@H](C[C@H]2[C@@H]1CCC1=C(O2)C=C(C=C1)C(=O)O)O)O)(C1=CC=CC=C1)F